4-(1-(((1-methylpiperidin-4-yl)methyl)amino)ethyl)isoquinolin-1(2H)-one CN1CCC(CC1)CNC(C)C1=CNC(C2=CC=CC=C12)=O